(S)-N-(4-(3-aminopiperidin-1-yl)-5-(1-(difluoromethyl)-1H-pyrazol-4-yl)pyridin-2-yl)-2-(2,4-difluoro-6-methoxyphenyl)pyrimidin-4-amine N[C@@H]1CN(CCC1)C1=CC(=NC=C1C=1C=NN(C1)C(F)F)NC1=NC(=NC=C1)C1=C(C=C(C=C1OC)F)F